C(=O)C1CCC(CC1)N1C(C2=CC(=C(C=C2C1)NC(=O)C1=NC(=CC=C1)C(F)(F)F)N1[C@H]2CO[C@@H](C1)C2)=O N-[2-(4-formylcyclohexyl)-6-[(1R,4R)-2-oxa-5-azabicyclo[2.2.1]heptan-5-yl]-1-oxo-isoindolin-5-yl]-6-(trifluoromethyl)pyridine-2-carboxamide